FC(S(=O)(=O)OC1=NN(C(=C1C1=CC(=CC(=C1)C(F)(F)F)Cl)N)C1=NN(C=C1)C)(F)F [5-amino-4-[3-chloro-5-(trifluoromethyl)phenyl]-1-(1-methylpyrazol-3-yl)pyrazol-3-yl] trifluoromethanesulfonate